2,2'-((4-((2,5-dimethoxy-4-((4-nitrophenyl)diazenyl)phenyl)diazenyl)-3-methoxyphenyl)azanediyl)bis(ethan-1-ol) COC1=C(C=C(C(=C1)N=NC1=CC=C(C=C1)[N+](=O)[O-])OC)N=NC1=C(C=C(C=C1)N(CCO)CCO)OC